O1C=C(C2=C1C=CC=C2)C2=CC(CN(C2)C(=O)OC(C)(C)C)C tert-Butyl 5-(benzofuran-3-yl)-3-methyl-3,6-dihydropyridine-1(2H)-carboxylate